6-(3-cyanopyrrolo[1,2-b]pyridazin-7-yl)-N-((R)-2-fluoro-3-hydroxy-3-methylbutyl)-4-(((1r,4R)-4-(pyridin-2-yl)cyclohexyl)amino)nicotinamide C(#N)C1=CC=2N(N=C1)C(=CC2)C2=NC=C(C(=O)NC[C@H](C(C)(C)O)F)C(=C2)NC2CCC(CC2)C2=NC=CC=C2